5-nitro-1H-imidazole-4-formaldehyde [N+](=O)([O-])C1=C(N=CN1)C=O